FC(OC=1C=C2NC(C=3N(C2=C(C1C=1C=C(C=C2C(=CNC12)C)F)F)C(=NN3)C)(C)C)F 7-(Difluoro-methoxy)-9-fluoro-8-(5-fluoro-3-methyl-1H-indol-7-yl)-1,4,4-trimethyl-5H-[1,2,4]triazolo[4,3-a]quinoxaline